BrC1=CC(=C(C=C1)C1(CCN(CC1)S(=O)(=O)C)O)F 4-(4-bromo-2-fluorophenyl)-1-(methylsulfonyl)piperidin-4-ol